4-Cyclopropyl-7-(2-((4-(4-cyclopropylpiperazin-1-yl)-2-ethylphenyl)amino)-5-(trifluoromethyl)pyrimidin-4-yl)-3,4-dihydrothieno[2,3-f][1,4]thiazepin-5(2H)-one 1,1-dioxide C1(CC1)N1CCS(C2=C(C1=O)SC(=C2)C2=NC(=NC=C2C(F)(F)F)NC2=C(C=C(C=C2)N2CCN(CC2)C2CC2)CC)(=O)=O